C(C1=CC=CC=C1)C=1C=CC(=C(C1)C1=CC(=CC=C1)CCC(=O)O)C(N)=O 3-(5'-Benzyl-2'-carbamoylbiphenyl-3-yl)propanoic acid